1-((3-(benzyloxy)-1-methylcyclobutyl)oxy)-2-chloro-4-fluorobenzene C(C1=CC=CC=C1)OC1CC(C1)(C)OC1=C(C=C(C=C1)F)Cl